(1S,3S,5R)-5-((2-ethoxy-2-oxoethoxy)methyl)-2-azabicyclo[3.1.0]hexane-3-carboxylic acid benzyl ester hydrochloride Cl.C(C1=CC=CC=C1)OC(=O)[C@H]1N[C@H]2C[C@]2(C1)COCC(=O)OCC